tert-butyl (R)-2-methyl-5-(4,4,5,5-tetramethyl-1,3,2-dioxaborolan-2-yl)-3,6-dihydropyridine-1(2H)-carboxylate C[C@H]1N(CC(=CC1)B1OC(C(O1)(C)C)(C)C)C(=O)OC(C)(C)C